1-bromo-2-ethylnaphthalene BrC1=C(C=CC2=CC=CC=C12)CC